CN(C1=NC=NC=C1F)C 4-(dimethylamino)-5-fluoropyrimidin